methyl (S)-3,3-dimethyl-2-(vinyloxy)butanoate CC([C@@H](C(=O)OC)OC=C)(C)C